C1(=C(C=C(C(=C1)[N-]CC(CCCC)CC)[N-]CC(CCCC)CC)[N-]CC(CCCC)CC)[N-]CC(CCCC)CC (benzene-1,2,4,5-tetrayl)tetra(2-ethylhexyl-amide)